8-[(1R)-1-[[6-Chloro-2-(methylamino)-3-pyridyl]amino]ethyl]-3,6-dimethyl-2-(3-pyridyl)chromen-4-one ClC1=CC=C(C(=N1)NC)N[C@H](C)C=1C=C(C=C2C(C(=C(OC12)C=1C=NC=CC1)C)=O)C